Rel-2-(4-((2,6-dimethylmorpholino)methyl)piperidin-1-yl)-3-fluoroaniline CC1OC(CN(C1)CC1CCN(CC1)C1=C(N)C=CC=C1F)C